NC1=C2C(=NC=N1)N(N=C2C=O)C(C)C=2C(=C(C(=C(C2)Cl)F)C2CN(C2)C(=O)OC(C)(C)C)OC tert-Butyl 3-{3-[1-(4-amino-3-formyl-1H-pyrazolo[3,4-d]pyrimidin-1-yl)ethyl]-5-chloro-6-fluoro-2-methoxyphenyl}azetidine-1-carboxylate